COC(CCN1C=NC=C1)OC (3,3-dimethoxypropyl)-1H-imidazole